tert-butyl 4-(4-(6-amino-2-fluoro-5-(1-oxo-1,2,3,4-tetrahydroisoquinolin-6-yl)pyridin-3-yl)-2-((dimethylamino)methyl)phenoxy)piperidine-1-carboxylate NC1=C(C=C(C(=N1)F)C1=CC(=C(OC2CCN(CC2)C(=O)OC(C)(C)C)C=C1)CN(C)C)C=1C=C2CCNC(C2=CC1)=O